N1(CCCC1)C(N)=N Pyrrolidine-1-carboximidamide